COC(C1=C(C(=CC(=C1)I)N)Cl)=O amino-2-chloro-5-iodobenzoic acid methyl ester